C1(CC1)C1=CC=C2C(=N1)C(CN2C2=NC(=NC=C2)NC=2C=C(C(=NC2OC)N(C)CCN(C)C)[N+](=O)[O-])(C)C N5-(4-(5-cyclopropyl-3,3-dimethyl-2,3-dihydro-1H-pyrrolo[3,2-b]pyridin-1-yl)pyrimidin-2-yl)-N2-(2-(dimethylamino)ethyl)-6-methoxy-N2-methyl-3-nitropyridin-2,5-diamine